C(C=1C(C(=O)OCC(CCCC)CC)=CC(C(=O)OCC(CCCC)CC)=CC1)(=O)OCC(CCCC)CC tris(2-ethylhexyl) trimellitate